O=C(CC(=O)N1CCNCC1)CC1=C(C=C(C(=C1)F)F)F 3-oxo-4-(2,4,5-trifluorophenyl)butyryl-piperazine